6-[4-[acetyl-(butyl)amino]phenyl]-N-(3-pyridylmethyl)pyridine-3-carboxamide C(C)(=O)N(C1=CC=C(C=C1)C1=CC=C(C=N1)C(=O)NCC=1C=NC=CC1)CCCC